FC1(COC1)COS(=O)(=O)C1=CC=C(C=C1)C 4-methylbenzenesulfonic acid [(3-fluorooxetane-3-yl)methyl] ester